C(C1=CC=CC=C1)N1C[C@@H](OCC1)CSC (R)-4-benzyl-2-((methylthio)methyl)morpholine